OCCOCCOCCOCCOCCOCCOCCN(C(OC(C)(C)C)=O)C tert-butyl N-[2-[2-[2-[2-[2-[2-(2-hydroxyethoxy)ethoxy]ethoxy]ethoxy]ethoxy]ethoxy]ethyl]-N-methyl-carbamate